C(SC#N)SC#N METHYLENEBISTHIOCYANAT